OCCN(C(=O)C1CCC(CC1)N1C(C=2C(C=C1)=NN(C2)COCC[Si](C)(C)C)=O)C (1s,4s)-N-(2-hydroxyethyl)-N-methyl-4-(4-oxo-2-{[2-(trimethylsilyl)ethoxy]methyl}-2H,4H,5H-pyrazolo[4,3-c]pyridin-5-yl)cyclohexane-1-carboxamide